The molecule is an optically active form of [2,8-bis(trifluoromethyl)quinolin-4-yl]-(2-piperidyl)methanol having (-)-(11S,2'R)-erythro-configuration. An antimalarial agent, used in racemic form, which acts as a blood schizonticide; its mechanism of action is unknown. It has a role as an antimalarial. It is an enantiomer of a (+)-(11R,2'S)-erythro-mefloquine. C1CCN[C@H](C1)[C@H](C2=CC(=NC3=C2C=CC=C3C(F)(F)F)C(F)(F)F)O